2-(4-chlorophenyl)-1-(6-((5-methylisoxazol-3-yl)methyl)-2,6-diazaspiro[3.3]heptan-2-yl)ethanone ClC1=CC=C(C=C1)CC(=O)N1CC2(C1)CN(C2)CC2=NOC(=C2)C